ClC1=NC=C(C=N1)NC1=NC=CC2=CC(=CC=C12)OCC1OC(CC1)(C)C N-(2-chloropyrimidin-5-yl)-6-((5,5-dimethyltetrahydrofuran-2-yl)methoxy)isoquinolin-1-amine